6-chloro-3-propyl-2-thioxo-2,3-dihydrothieno[3,2-d]pyrimidin-4(1H)-one ClC1=CC=2NC(N(C(C2S1)=O)CCC)=S